1-(4-fluorophenethyl)-3-(thiazol-2-yl)urea hydrochloride Cl.FC1=CC=C(CCNC(=O)NC=2SC=CN2)C=C1